CN1CCN(CC1)C(=O)C=1C=NN2C1C=C(C=C2)C2=CNC1=NC=C(C=C12)C=1C(=NN(C1C)C)C (4-methylpiperazin-1-yl)(5-(5-(1,3,5-trimethyl-1H-pyrazol-4-yl)-1H-pyrrolo[2,3-b]pyridin-3-yl)pyrazolo[1,5-a]pyridin-3-yl)methanone